[Na].NCCS(=O)=O Deoxytaurine Sodium